4-(2-(1-(((tert-butyldimethylsilyl)oxy)methyl)cyclopropyl)ethyl)-2-isopropylpyridin-3-amine [Si](C)(C)(C(C)(C)C)OCC1(CC1)CCC1=C(C(=NC=C1)C(C)C)N